3-Ethyl-2-[hydroxy-(5-methyl-thiophen-2-yl)-phenyl-methyl]-7-methoxy-imidazo[1,2-a]pyridine-6-carboxylic acid (1-ethyl-1H-[1,2,4]triazol-3-yl)-amide C(C)N1N=C(N=C1)NC(=O)C=1C(=CC=2N(C1)C(=C(N2)C(C2=CC=CC=C2)(C=2SC(=CC2)C)O)CC)OC